2-amino-2-(2-(1-((R)-1-(2,6-dichloro-3-cyclopropylphenyl)ethyl)-1H-imidazo[4,5-c]pyridin-6-yl)phenyl)acetic acid NC(C(=O)O)C1=C(C=CC=C1)C1=CC2=C(C=N1)N=CN2[C@H](C)C2=C(C(=CC=C2Cl)C2CC2)Cl